C(CCC)C1=NN(C(=C1O)C(C)(C)C)CC 3-n-butyl-5-tert-butyl-1-ethyl-4-hydroxy-pyrazole